6-cyanopyridine-2-carboxylate C(#N)C1=CC=CC(=N1)C(=O)[O-]